tert-butyl (2-((5-bromopyridin-2-yl)amino)ethyl)-carbamate BrC=1C=CC(=NC1)NCCNC(OC(C)(C)C)=O